3-(2-methoxyethyl)benzimidazole-5-carboxylic acid tert-butyl ester C(C)(C)(C)OC(=O)C1=CC2=C(N=CN2CCOC)C=C1